5-[[2-[(2R)-2-[3-(methylamino)phenyl]-1-piperidyl]-2-oxo-acetyl]amino]pyridine-3-carboxamide CNC=1C=C(C=CC1)[C@@H]1N(CCCC1)C(C(=O)NC=1C=C(C=NC1)C(=O)N)=O